C[S@](=O)C1=CC=C(C=C1)C1=C(C(OC1)=O)C1=CC=CC=C1 (S)-4-(4-(methylsulfinyl)phenyl)-3-phenylfuran-2(5H)-one